NC1=NC=CC=C1C1=NC=2C(=NC(=CC2)C)N1C1=CC=C(CNC(OC(C)(C)C)=O)C=C1 tert-butyl (4-(2-(2-aminopyridin-3-yl)-5-methyl-3H-imidazo[4,5-b]pyridin-3-yl)benzyl)carbamate